9-{[3-chloro-4-(hydroxymethyl)phenyl]amino}-N-[(3-methylphenyl)methyl]-3-azaspiro[5.5]undecane-3-carboxamide ClC=1C=C(C=CC1CO)NC1CCC2(CCN(CC2)C(=O)NCC2=CC(=CC=C2)C)CC1